FC1(CCC(CC1)CN1C(=NC=C1)C=1C=C(C=C(C1)F)C=1OC(=NN1)C(F)F)F 2-(3-{1-[(4,4-difluorocyclohexyl)methyl]-1H-imidazol-2-yl}-5-fluorophenyl)-5-(difluoromethyl)-1,3,4-oxadiazole